FC=1C=C(C=CC1C(F)(F)F)[C@@H]1[C@H](C1)C=1C=2N(N=C(C1)C=1C(NC(NC1)=O)=O)C=CN2 5-(8-((1S,2S)-2-(3-fluoro-4-(trifluoromethyl)phenyl)cyclopropyl)imidazo[1,2-b]pyridazin-6-yl)pyrimidine-2,4(1H,3H)-dione